FC1=C(OC2=C3C(=NC=C2)N(C=C3)COCC[Si](C)(C)C)C(=CC(=C1)[N+](=O)[O-])F 4-(2,6-difluoro-4-nitrophenoxy)-1-((2-(Trimethylsilyl)ethoxy)methyl)-1H-pyrrolo[2,3-b]pyridine